FC=1C=2N(C=C(C1)C1=CNC=3N=C(N=C(C31)OC)NC3CCC(CC3)OCCO)C=CN2 2-(((1s,4s)-4-((5-(8-fluoroimidazo[1,2-a]pyridin-6-yl)-4-methoxy-7H-pyrrolo[2,3-d]pyrimidin-2-yl)amino)cyclohexyl)oxy)ethan-1-ol